2-[2-fluoro-8-[8-fluoro-4-(3-fluorophenyl)-2-methylsulfanyl-pyrido[4,3-d]pyrimidin-7-yl]-6-(methoxymethoxy)-1-naphthyl]ethynyl-triisopropyl-silane FC1=C(C2=C(C=C(C=C2C=C1)OCOC)C1=C(C=2N=C(N=C(C2C=N1)C1=CC(=CC=C1)F)SC)F)C#C[Si](C(C)C)(C(C)C)C(C)C